2-amino-N-adamantylmethyl-benzamide NC1=C(C(=O)NCC23CC4CC(CC(C2)C4)C3)C=CC=C1